tert-butyl N-[[4-[[2-(tert-butoxycarbonylamino)-5-[4-(trifluoromethyl)phenyl]phenyl]carbamoyl]phenyl]-methyl-oxo-sulfanylidene]carbamate C(C)(C)(C)OC(=O)NC1=C(C=C(C=C1)C1=CC=C(C=C1)C(F)(F)F)NC(=O)C1=CC=C(C=C1)S(=NC(OC(C)(C)C)=O)(=O)C